2,5-dichloro-N-(2-isopropylsulfonylphenyl)pyrimidin-4-amine ClC1=NC=C(C(=N1)NC1=C(C=CC=C1)S(=O)(=O)C(C)C)Cl